3,7-dibromo-10-(4-bromophenyl)-10H-phenoxazine BrC=1C=CC=2N(C3=CC=C(C=C3OC2C1)Br)C1=CC=C(C=C1)Br